FC=1C=C2CN(CC2=CC1)C(=O)NC1=CC=C(C=C1)C1C2CN(CC1CC2)C(C(C)(C)O)=O 5-fluoro-N-(4-(3-(2-hydroxy-2-methylpropanoyl)-3-azabicyclo[3.2.1]octan-8-yl)phenyl)isoindoline-2-carboxamide